FC(OC1=CC2=C(NC(=N2)S(=O)CC2=[N+](C=CC(=C2OC)OC)[O-])C=C1)F 2-(((5-(difluoromethoxy)-1H-benzo[d]imidazol-2-yl)sulfinyl)methyl)-3,4-dimethoxypyridine 1-oxide